ClC1=CC=CC=2C=3C=CC=CC3C=3N(C12)C1=C(N3)C=CC=C1 1-chlorobenzo[4,5]imidazo[1,2-f]phenanthridine